BrC1=CC=C2N=CC(=NC2=C1)OCC1[C@H]2CN(C[C@@H]12)C(=O)OC(C)(C)C tert-butyl (1R,5S)-6-[(7-bromoquinoxalin-2-yl)oxymethyl]-3-azabicyclo[3.1.0]hexane-3-carboxylate